C1(CC1)C1=NC=NC(=C1C1=NC=C(C(=N1)O[C@H](C)C1=CC=C(C=C1)C=1N(C=C(N1)C(F)(F)F)C)C)OC |o1:16| rel-2-(4-cyclopropyl-6-methoxy-pyrimidin-5-yl)-5-methyl-4-[(1R)-1-[4-[1-methyl-4-(trifluoromethyl)imidazol-2-yl]phenyl]ethoxy]pyrimidine